C(C)C=1SC2=C(C1NC(NS(N(C1CN(CCC1)C)C=1C=NN(C1)C)(=O)=O)=O)CCCC2 3-(2-Ethyl-4,5,6,7-tetrahydro-1-benzothiophen-3-yl)-1-[(1-methyl-1H-pyrazol-4-yl)(1-methylpiperidin-3-yl)sulfamoyl]urea